methyl (S)-4-(((3-(hexylamino)-2-(octylamino)-3-oxopropyl)amino) methyl)benzoate C(CCCCC)NC([C@H](CNCC1=CC=C(C(=O)OC)C=C1)NCCCCCCCC)=O